1-(5-((4-(5-methylthiophene-2-yl)piperazine-1-yl)methyl)-1-oxoisoindolin-2-yl)dihydropyrimidine-2,4(1H,3H)-dione CC1=CC=C(S1)N1CCN(CC1)CC=1C=C2CN(C(C2=CC1)=O)N1C(NC(CC1)=O)=O